(R)-3-(benzyloxy)-1-(2-(3-fluorophenyl)-2-hydroxyethyl)-2-methylpyridin-4(1H)-one C(C1=CC=CC=C1)OC1=C(N(C=CC1=O)C[C@H](O)C1=CC(=CC=C1)F)C